(6-(1H-benzo[d]imidazol-2-yl)pyridinoyl)-N-(3-(imidazo[1,2-a]pyridin-2-yl)phenyl)piperazine-1-carboxamide N1C(=NC2=C1C=CC=C2)C2=CC=CC(=N2)C(=O)C2N(CCNC2)C(=O)NC2=CC(=CC=C2)C=2N=C1N(C=CC=C1)C2